CCCC/C=C\C/C=C\CCCCCCCC(=O)O[C@H](COC(=O)CCC/C=C\C/C=C\C/C=C\C/C=C\C/C=C\CC)COP(=O)(O)OC[C@H](CO)O 1-(5Z,8Z,11Z,14Z,17Z-eicosapentaenoyl)-2-(9Z,12Z-heptadecadienoyl)-glycero-3-phospho-(1'-sn-glycerol)